8-bromo-6-chloro-[1,2,4]triazolo[1,5-a]pyridine BrC=1C=2N(C=C(C1)Cl)N=CN2